BrC=1C(=C(C=CC1)C1C(NC(CC1)=O)=O)C 3-(3-bromo-2-methyl-phenyl)piperidine-2,6-dione